ClC1=C(C=C2[C@H]([C@H](CN3C2=C1C=C3)NC(OC(C)(C)C)=O)C)F tert-butyl ((5R,6R)-9-chloro-8-fluoro-6-methyl-5,6-dihydro-4H-pyrrolo[3,2,1-ij]quinolin-5-yl)carbamate